C(C1=CC=CC=C1)(C1=CC=CC=C1)N1CC2CCC(C1)N2CC=2C=C1C(N(C(C1=CC2)=O)N2C(NC(CC2)=O)=O)=O 5-((3-benzhydryl-3,8-diazabicyclo[3.2.1]octan-8-yl)methyl)-2-(2,4-dioxotetrahydropyrimidine-1(2H)-yl)isoindoline-1,3-dione